1-(2-methylbenzo[d]thiazol-6-yl)ethan-2,2,2-d3-1-ol CC=1SC2=C(N1)C=CC(=C2)C(C([2H])([2H])[2H])O